C12COCC(N1C(=O)O[C@H]1C[C@H](CC1)C=1NN=C(C1)NC(COC1=C(C(=CC(=C1)OC)O)C=O)=O)C2 (1R,3S)-3-{5-[2-(2-formyl-3-hydroxy-5-methoxyphenoxy)acetamido]-2H-pyrazol-3-yl}cyclopentyl 3-oxa-6-azabicyclo[3.1.1]heptane-6-carboxylate